N-(2-(4-(4-cyclopropylpiperazin-1-yl)piperidin-1-yl)-5-((6-(3-(3',5'-difluoro-[1,1'-biphenyl]-3-yl)isoxazolidin-2-yl)pyrimidin-4-yl)amino)-4-methoxyphenyl)acrylamide C1(CC1)N1CCN(CC1)C1CCN(CC1)C1=C(C=C(C(=C1)OC)NC1=NC=NC(=C1)N1OCCC1C=1C=C(C=CC1)C1=CC(=CC(=C1)F)F)NC(C=C)=O